C(C)C(C(=O)O)(CO)C.OC(COC1=C(C=C2C(=NC=NC2=C1)NC=1C=NC(=NC1)NC(C1=CC=CC=C1)=O)OC)CN1CCCCC1 N-(5-((7-(2-hydroxy-3-(piperidin-1-yl)propoxy)-6-methoxyquinazolin-4-yl)amino)pyrimidin-2-yl)benzamide 2-Ethyl-hydroxyisobutyrate